(Z)-4-[benzyl-[2-(tritylamino)ethyl]amino]but-2-enoate C(C1=CC=CC=C1)N(C\C=C/C(=O)[O-])CCNC(C1=CC=CC=C1)(C1=CC=CC=C1)C1=CC=CC=C1